C(C)C(C(=O)OCC1CCN(CC1)C1=NC(=NC(=C1)C1=CC(=C(C=C1)N1CCOCC1)F)C=1C=NC=CC1)C=1N=C(C=2NC=3C=CC(=CC3C2N1)Br)Cl (1-(6-(3-fluoro-4-morpholinophenyl)-2-(pyridin-3-yl)pyrimidin-4-yl)piperidin-4-yl)methanol Ethyl-2-(8-bromo-4-chloro-5H-pyrimido[5,4-b]indol-2-yl)acetate